tert-butyl (2S,5S)-5-(((tert-butyldiphenylsilyl)oxy)methyl)-2-((2-(3,5-dichloropyridin-2-yl)propan-2-yl)carbamoyl)morpholine-4-carboxylate [Si](C1=CC=CC=C1)(C1=CC=CC=C1)(C(C)(C)C)OC[C@@H]1CO[C@@H](CN1C(=O)OC(C)(C)C)C(NC(C)(C)C1=NC=C(C=C1Cl)Cl)=O